C(CCCCCCC)OC(CCCCCCC)=O caprylic acid octyl ester